C(C)OC(=O)C1(CCN(CC1)C(=O)OC(C)(C)C)C([C@@H](C)O[Si](C)(C)C(C)(C)C)O 4-((2R)-2-((tert-butyldimethylsilyl)oxy)-1-hydroxypropyl)piperidine-1,4-dicarboxylic acid 1-tert-butyl ester 4-ethyl ester